2-(trans-4-aminocyclohexyl)-5-chloro-N4-(2-(isopropylsulfonyl)phenyl)pyrimidine-2,4-diamine N[C@@H]1CC[C@H](CC1)C1(NC=C(C(=N1)NC1=C(C=CC=C1)S(=O)(=O)C(C)C)Cl)N